N-[(1S)-2-[[1-[1-(5-fluoro-2-oxo-1H-pyridin-3-yl)-2-hydroxy-ethyl]pyrazol-4-yl]amino]-1-(4-methylcyclohexyl)-2-oxo-ethyl]-4-methyl-1,2,5-oxadiazole-3-carboxamide FC=1C=C(C(NC1)=O)C(CO)N1N=CC(=C1)NC([C@H](C1CCC(CC1)C)NC(=O)C1=NON=C1C)=O